N(N)[C@](C(=O)OCC1=CC=CC=C1)(CC1=CC(=C(C=C1)O)OCC1=CC=CC=C1)C benzyl (2S)-2-hydrazinyl-3-(4-hydroxy-3-phenylmethoxyphenyl)-2-methylpropanoate